NC1=CC=C(C(=N1)C)CNC(=O)[C@@H]1CCC=2N1C(C(=CN2)NCC2=C(C=CC=C2)C)=O (S)-N-((6-amino-2-methylpyridin-3-yl)methyl)-3-((2-methylbenzyl)amino)-4-oxo-4,6,7,8-tetrahydropyrrolo[1,2-a]pyrimidine-6-carboxamide